Tri(4-aminophenyl) thiophosphate P(=S)(OC1=CC=C(C=C1)N)(OC1=CC=C(C=C1)N)OC1=CC=C(C=C1)N